di-tert-Butyl 1-(2-(Trifluoromethoxy)ethyl)hydrazine-1,2-dicarboxylate FC(OCCN(NC(=O)OC(C)(C)C)C(=O)OC(C)(C)C)(F)F